tolylene monoisocyanate CC=1C(=CC(=CC1)N=C=O)N=C=O